CC1=NC(=CC(=C1)C=1NC2=CC=C(C=C2C1C(C)C)C1CCN(CC1)C(CNCC(C)C)=O)C 1-(4-(2-(2,6-dimethylpyridin-4-yl)-3-isopropyl-1H-indol-5-yl)piperidin-1-yl)-2-(isobutylamino)ethan-1-one